C1(=CC=C(C=C1)C1=CC(=CS1)C#N)C 5-(p-tolyl)thiophene-3-carbonitrile